C(C)C1=NC=CC(=C1)N 2-ethylpyridin-4-amine